NCC=1C=C(C=CC1)C=1C=C(C2=C(C(=CO2)COC2=C(C=CC(=C2)C)CC(=O)O)C1)OC 2-(2-((5-(3-(aminomethyl)phenyl)-7-methoxybenzofuran-3-yl)methoxy)-4-methylphenyl)acetic acid